2-((3-Isopropyl-2-(2-methylpyridin-4-yl)-1H-indol-5-yl)oxy)-N,N-dimethylethan-1-amin C(C)(C)C1=C(NC2=CC=C(C=C12)OCCN(C)C)C1=CC(=NC=C1)C